tert-butyl 4-(4-((4-cyano-3-fluorophenoxy)methyl)pyridin-2-yl)-2-methylbenzoate C(#N)C1=C(C=C(OCC2=CC(=NC=C2)C2=CC(=C(C(=O)OC(C)(C)C)C=C2)C)C=C1)F